(R)-3-(4-Cyanophenoxy)-2-hydroxypropionic acid methyl ester COC([C@@H](COC1=CC=C(C=C1)C#N)O)=O